C(C)NS(=O)(=O)NC=1C=C(CN2CCN(CC2)C=2C=CC(=NC2C(F)(F)F)C(=O)NC)C=CC1 5-(4-(3-((N-ethylsulfamoyl)amino)benzyl)piperazin-1-yl)-N-methyl-6-(trifluoromethyl)picolinamide